3-chloro-2-(3,5-difluorobenzyl)-6-(1,1-difluoropropan-2-yl)-2,4,5,6-tetrahydro-7H-Pyrazolo[3,4-c]pyridin-7-one ClC=1N(N=C2C(N(CCC21)C(C(F)F)C)=O)CC2=CC(=CC(=C2)F)F